C(=O)C1=CC=C(O1)N1C(N(C2=C1C=C(C=C2)S(=O)(=O)NC2(CC2)C)C)=O 3-(5-Formyl-2-furyl)-1-methyl-N-(1-methylcyclopropyl)-2-oxo-benzimidazole-5-sulfonamide